O=C1N(CC2=CC(=CC=C12)C1=NC=CC(=C1)CN1CC(C1)C1=C(C=CC=C1)C(F)(F)F)C1C(NC(CC1)=O)=O 3-(1-oxo-5-(4-((3-(2-(trifluoromethyl)phenyl)azetidin-1-yl)methyl)pyridin-2-yl)isoindolin-2-yl)piperidine-2,6-dione